CN1C=NC=2C1=C(N=NC2N[C@H]2CN(CCC2)C)C2=C(C=C(C=C2)C(F)(F)F)O (R)-2-(1-methyl-4-((1-methylpiperidin-3-yl)amino)-1H-imidazo[4,5-d]pyridazin-7-yl)-5-(trifluoromethyl)phenol